Methyl (S,E)-5-hydroxy-7-(tributylstannyl)hept-6-enoate O[C@@H](CCCC(=O)OC)\C=C\[Sn](CCCC)(CCCC)CCCC